ClCC(=O)C=1C=NC(=CC1)C 2-chloro-1-(6-methylpyridin-3-yl)ethanone